(5R,8S)-N-(4,5-dichloro-2-hydroxyphenyl)-1-fluoro-6,7,8,9-tetrahydro-5H-5,8-epimino-cyclohepta[c]pyridine-10-carboxamide ClC1=CC(=C(C=C1Cl)NC(=O)N1[C@@H]2CC[C@H]1CC=1C(=NC=CC12)F)O